2-(Naphthalen-1-yl)octahydropyrrolo[3,4-c]pyrrole C1(=CC=CC2=CC=CC=C12)N1CC2CNCC2C1